CS(=O)(=O)O[C@H]1C(N(CC1)CC1=CC=C(C=C1)C)=O (R)-1-(4-methylbenzyl)-2-oxopyrrolidin-3-yl methanesulfonate